tert-butyl (1R,3S,5R)-5-methyl-3-((3-methyl-6-(trifluoromethyl)pyridin-2-yl)carbamoyl)-2-azabicyclo[3.1.0]hexane-2-carboxylate C[C@]12C[C@H](N([C@@H]2C1)C(=O)OC(C)(C)C)C(NC1=NC(=CC=C1C)C(F)(F)F)=O